BrCC(=O)N[C@@H](CCCCN)C(=O)O (2-bromoacetyl)-lysine